BrC1=C(CC2=NC3=C(N2CCOC)C=C(C=C3)C(=O)OC)C=CC(=C1)C1=NC(=CC=C1)OCC1=C(C=C(C=C1)C#N)F methyl 2-(2-bromo-4-(6-((4-cyano-2-fluorobenzyl) oxy) pyridin-2-yl) benzyl)-1-(2-methoxyethyl)-1H-benzo[d]imidazole-6-carboxylate